C(C1=CC=CC=C1)OC(=O)C1(CC(C1)CSC)C(C1=C(C=CC=C1)OC)=O 1-(2-Methoxybenzoyl)-3-((methylthio)methyl)cyclobutane-1-carboxylic acid benzyl ester